Potassium bis(fluorosulfonyl)imide [N-](S(=O)(=O)F)S(=O)(=O)F.[K+]